NC(C(=O)O)(CCCCB(O)O)CCCC1SCCN1 2-amino-6-borono-2-(3-(thiazolidin-2-yl)propyl)hexanoic acid